4-(aminoethyl)morpholine NCCN1CCOCC1